cerous mesylate S(C)(=O)(=O)[O-].[Ce+3].S(C)(=O)(=O)[O-].S(C)(=O)(=O)[O-]